2-[3-(4-Chloro-3-fluorophenyl)-1-(2-hydroxyethyl)-1H-1,2,4-triazol-5-yl]-N-[(3,5-dichlorophenyl)methyl]-acetamid ClC1=C(C=C(C=C1)C1=NN(C(=N1)CC(=O)NCC1=CC(=CC(=C1)Cl)Cl)CCO)F